COC(=O)C=1N(C2=CC(=CC=C2C1C=O)SC)C 3-formyl-1-methyl-6-(methylsulfanyl)-1H-indole-2-carboxylic acid methyl ester